C(C)(C)(C)OC(C1=CC(=CC=C1)C(C)C1=CC=2NC3=CC=CC=C3SC2C=C1)=O 3-(1-(10H-phenothiazin-2-yl)ethyl)benzoic acid tert-butyl ester